4-(4-(trifluoromethoxy)phenyl)-1H-1,2,3-triazole FC(OC1=CC=C(C=C1)C=1N=NNC1)(F)F